C(CN(C([O-])=O)CCCCCCCCCCCCCCCCCC)N(C(OC1OC(C(=C1O)O)=O)=O)CCCCCCCCCCCCCCCCCC (3,4-dihydroxy-5-oxo-2,5-dihydrofuran-2-yl) ethane-1,2-diylbis(octadecyl carbamate)